CC1=C(C(=O)O)C=C(C=C1O)C 2,5-dimethyl-3-hydroxybenzoic acid